FC(C=1C=C(C=CC1)C=1C=C(OC1C)C(=O)Cl)(F)F 4-(3-(trifluoromethyl)phenyl)-5-methylfuran-2-carbonyl chloride